5-Chloro-6'-beta-naphthoxy-salicylanilide ClC1=CC=C(C(C(=O)NC2=CC=CC=C2OC2=CC3=CC=CC=C3C=C2)=C1)O